FC1=C(C=C(C=C1[N+](=O)[O-])F)C=1N=C(SC1C(C)N(C(OC(C)(C)C)=O)C)C tert-butyl (1-(4-(2,5-difluoro-3-nitrophenyl)-2-methylthiazol-5-yl)ethyl)(methyl)carbamate